2-(2,2-difluoro-1'-oxo-6'-(trifluoromethyl)-1'H-spiro[cyclopropane-1,4'-isoquinolin]-2'(3'H)-yl)acetic acid FC1(CC12CN(C(C1=CC=C(C=C21)C(F)(F)F)=O)CC(=O)O)F